FC(C=1OC(=NN1)C=1C=NC(=C(C1)F)CN1N=NC(=C1)C=1SC(=CC1)CN1CCCC1)F 2-(difluoromethyl)-5-(5-fluoro-6-((4-(5-(pyrrolidin-1-ylmethyl)thiophen-2-yl)-1H-1,2,3-triazol-1-yl)methyl)pyridin-3-yl)-1,3,4-oxadiazole